C(=O)(O)C1=C(C=C(C=C1)F)OB(O)O 2-carboxyl-5-fluorophenyl-boric acid